ClC=1C=C(OC(C(C)O)O)C=CC1 3-chlorophenoxypropane-1,2-diol